NC1=CC(=C(C=C1)[N+](=O)[O-])N 1,3-diamino-4-nitrobenzene